3-(3-(8-Amino-6-(trifluoromethyl)imidazo[1,2-a]pyrazin-3-yl)-4-methylphenyl)-4,4,4-trifluorobutane-1,3-diol NC=1C=2N(C=C(N1)C(F)(F)F)C(=CN2)C=2C=C(C=CC2C)C(CCO)(C(F)(F)F)O